8-(6-(1-methyl-1H-pyrazol-4-yl)pyrazolo[1,5-a]pyridin-3-yl)-1,4-dioxa-8-azaspiro[4.5]decane CN1N=CC(=C1)C=1C=CC=2N(C1)N=CC2N2CCC1(OCCO1)CC2